(3R)-hydroxybutyryl-1,3-butanediol OCCCC(=O)C(C[C@@H](C)O)O